NC1=CC=C(C=N1)N1CC(C1)C1CCN(CC1)C(=O)OC(C)(C)C tert-butyl 4-(1-(6-aminopyridin-3-yl)azetidin-3-yl)piperidine-1-carboxylate